3-[5-[3-(dimethoxymethyl)azetidin-1-yl]-1-oxo-isoindolin-2-yl]Piperazine COC(C1CN(C1)C=1C=C2CN(C(C2=CC1)=O)C1CNCCN1)OC